NC=1C(NC2=C3C=CC=NC3=C(C=C2C1C1=C2C=NNC2=C(C=C1)F)C#CC(C)(C)O)=O 3-amino-4-(7-fluoro-1H-indazol-4-yl)-6-(3-hydroxy-3-methylbut-1-ynyl)-1H-1,7-phenanthrolin-2-one